C(CCCC\C=C/CC)O Cis-6-Nonen-1-OL